8-[(2S,5R)-5-ethyl-2-methyl-4-{1-[4-(trifluoromethoxy)phenyl]propyl}piperazin-1-yl]-5-methyl-6-oxo-5,6-dihydro-1,5-naphthyridine-2-carbonitrile C(C)[C@H]1N(C[C@@H](N(C1)C1=CC(N(C=2C=CC(=NC12)C#N)C)=O)C)C(CC)C1=CC=C(C=C1)OC(F)(F)F